C(C=1C(C(=O)[O-])=CC=CC1)(=O)OCC(CCCC)C#C mono-(2-ethynylhexyl) phthalate